FC1=C(C=CN2C1=NC(=CC2=O)C(F)(F)F)OC 9-fluoro-8-methoxy-2-(trifluoromethyl)-4H-pyrido[1,2-a]pyrimidin-4-one